(2-{2-[(2,6-Dichlorophenyl)amino]phenyl}acetoxy)acetic acid ClC1=C(C(=CC=C1)Cl)NC1=C(C=CC=C1)CC(=O)OCC(=O)O